C(C)(C)(C)OC(NCC1=CC(=CC=C1)N1N=C(C=C1C(NC1=C(C=CC(=C1)C(C1=CC(=CC=C1)C#N)Cl)F)=O)C(F)(F)F)=O 3-(5-(5-(Chloro(3-cyanophenyl)methyl)-2-fluorophenylcarbamoyl)-3-(trifluoromethyl)-1H-pyrazol-1-yl)phenylmethylcarbamic acid tert-butyl ester